C(C)(C)(C)OC(=O)N1CCC2(C([C@@H](OC2)C)=O)CC1.C(=C)OCC(CC)(COC=C)COC=C (vinyloxy)-2,2-di((vinyloxy)methyl)butane tert-Butyl-(3S)-3-methyl-4-oxo-2-oxa-8-azaspiro[4.5]decane-8-carboxylate